C(CC)(=O)O.CC1=C(C=C(C=C1)[N+](=O)[O-])[N+](=O)[O-] methyl-2,4-dinitrobenzene propionate